2,3-dihydroxy-butanedioic acid diammonium salt [NH4+].[NH4+].OC(C(=O)[O-])C(C(=O)[O-])O